C(C)(C)OC1=NN=C(S1)N 5-isopropoxy-1,3,4-thiadiazol-2-amine